O[C@]1([C@@H](C2=CC=CC=C2C1)NC(=O)C=1C=C2[C@@H](CCC2=CC1)N1C(NC(CC1=O)(C)C)=N)C (3R)-N-[(1R,2R)-2-hydroxy-2-methyl-indan-1-yl]-3-(2-imino-4,4-dimethyl-6-oxo-hexahydropyrimidin-1-yl)indane-5-carboxamide